(S)-N-methyl-7-(trifluoromethyl)-3,4-dihydro-1H-pyrano[4,3-c]pyridin-4-amine CN[C@@H]1COCC2=C1C=NC(=C2)C(F)(F)F